3,3-dimethyl-1,5-hexadiene CC(C=C)(CC=C)C